N1=CC=C(C=C1)CCC=1C=C2C(=NC=NC2=CC1)N1CC2(C1)CCN(CC2)C[C@@H]2CC[C@H](CC2)NS(=O)(=O)CC N-[trans-4-({2-[6-(2-Pyridin-4-ylethyl)quinazolin-4-yl]-2,7-diazaspiro[3.5]non-7-yl}methyl)cyclohexyl]ethanesulfonamide